5-(2-amino-3-(5-(piperidin-1-yl)pent-1-yn-1-yl)pyridin-4-yl)-1H-indazol-3-amine NC1=NC=CC(=C1C#CCCCN1CCCCC1)C=1C=C2C(=NNC2=CC1)N